C(C1CO1)N1C(N(C(N(C1=O)CC1CO1)=O)CC1CO1)=O tris-(2,3-epoxypropyl)-1,3,5-triazin-2,4,6-trione